FC(C1=C(C=CC(=C1)F)C(C)N1C[C@@H](N(C[C@H]1CC)C=1C=2C(N(C(C1)=O)C)=CN(N2)CC#N)CC)F 2-(7-((2S,5R)-4-(1-(2-(difluoromethyl)-4-fluorophenyl)ethyl)-2,5-diethylpiperazine-1-yl)-4-methyl-5-oxo-4,5-dihydro-2H-pyrazolo[4,3-b]Pyridin-2-yl)acetonitrile